4-bromo-2-methyl-1-((2-(trimethylsilyl)ethoxy)methyl)-1H-imidazole-5-Formonitrile BrC=1N=C(N(C1C#N)COCC[Si](C)(C)C)C